(5R)-7-(6-chloro-7-(5,6-dimethyl-1H-indazol-4-yl)-8-fluoro-2-((hexahydro-1H-pyrrolizin-7a-yl)methoxy)quinazolin-4-yl)-1,3,7-triazaspiro[4.5]decane-2,4-dione ClC=1C=C2C(=NC(=NC2=C(C1C1=C2C=NNC2=CC(=C1C)C)F)OCC12CCCN2CCC1)N1C[C@@]2(C(NC(N2)=O)=O)CCC1